N-[[4-cyano-2-(2,2,2-trifluoroeth-oxy)phenyl]methyl]acetamid C(#N)C1=CC(=C(C=C1)CNC(C)=O)OCC(F)(F)F